5-chloro-4-((S)-9-fluoro-1,4-dimethyl-1,2,3,4-tetrahydrobenzo[4,5]imidazo[1,2-a]pyrimidin-7-yl)-N-((3S,4R)-3-fluorotetrahydro-2H-pyran-4-yl)pyrimidin-2-amine ClC=1C(=NC(=NC1)N[C@H]1[C@@H](COCC1)F)C1=CC2=C(N=C3N2[C@H](CCN3C)C)C(=C1)F